C1(CC1)C(=O)N1C2CN(CC1CC2)C2=NN=C(S2)C=2C(=CC(=NC2)C2=CC=C1N2N=CC(=C1)C#N)NC(C)C 7-(5-(5-(8-(cyclopropanecarbonyl)-3,8-diazabicyclo[3.2.1]oct-3-yl)-1,3,4-thiadiazol-2-yl)-4-(isopropylamino)pyridin-2-yl)pyrrolo[1,2-b]pyridazine-3-carbonitrile